(2S,4R)-1-(2-(3-acetyl-5-(2-methylpyrimidin-5-yl)-1H-indazol-1-yl)acetyl)-N-(6-bromo-5-methoxypyridin-2-yl)-4-fluoropyrrolidine-2-carboxamide C(C)(=O)C1=NN(C2=CC=C(C=C12)C=1C=NC(=NC1)C)CC(=O)N1[C@@H](C[C@H](C1)F)C(=O)NC1=NC(=C(C=C1)OC)Br